BrC1=CC=CC(=N1)OCC=1C(=CC(=NC1)C(F)(F)F)\C=C\OCC 5-[(6-bromo-2-pyridinyl)oxymethyl]-4-[(E)-2-ethoxyvinyl]-2-(trifluoromethyl)pyridine